C(C(C)C)OC(CCCCCCCC)=O nonanoic acid isobutyl ester